BrC1=CC=C(C(=O)NN2C(=NC3=CC=CC=C3C2=O)C2=C(C=CC=C2)F)C=C1 4-bromo-N-(2-(2-fluorophenyl)-4-oxoquinazolin-3(4H)-yl)benzamide